methyl-9H-fluorene CC1=CC2=C(C=C1)C3=CC=CC=C3C2